(±)-N-(4,5-dichloropyridin-2-yl)-4-fluoro-3-oxo-3,5,6,7,8,9-hexahydro-2H-6,9-epimino-cyclohepta[c]pyridine-10-carboxamide ClC1=CC(=NC=C1Cl)NC(=O)N1C2CC=3C(=CNC(C3F)=O)C1CC2